C12C(C3CC(CC(C1)C3)C2)NC(CN2C(C(=CC=C2)NC([C@H](CC/C=C/C(=O)OC)NC(=O)[C@H]2NCCCC2)=O)=O)=O (S,E)-methyl 7-(1-(2-(2-adamantylamino)-2-oxoethyl)-2-oxo-1,2-dihydropyridin-3-ylamino)-7-oxo-6-((S)-piperidine-2-carboxamido)hept-2-enoate